FC(OC1=C(C=C(C=C1)SC(C)C)C1=NN(C=C1NC(=O)C=1C=NN2C1N=CC=C2)CC(N2CCC(CC2)N2CC(NCC2)=O)=O)F N-[3-[2-(difluoromethoxy)-5-isopropylsulfanyl-phenyl]-1-[2-oxo-2-[4-(3-oxopiperazin-1-yl)-1-piperidyl]ethyl]pyrazol-4-yl]pyrazolo[1,5-a]pyrimidine-3-carboxamide